3-Deuterio-4-[[(2R,3R,4R,5S)-3-(3,4-difluoro-2-methoxyphenyl)-4,5-dimethyl-5-(trifluoromethyl)tetrahydrofuran-2-carbonyl]amino]pyridin-2-carboxamid [2H]C=1C(=NC=CC1NC(=O)[C@@H]1O[C@@]([C@@H]([C@@H]1C1=C(C(=C(C=C1)F)F)OC)C)(C(F)(F)F)C)C(=O)N